((4-chloro-2-fluorobenzyl)oxy)-6-(tributylstannyl)pyridine ClC1=CC(=C(COC2=NC(=CC=C2)[Sn](CCCC)(CCCC)CCCC)C=C1)F